N[C@H](C(=O)O)CCCCC=C (2S)-2-aminooct-7-enoic acid